C(C)(C)C1=C(C=C(C(=C1)C(C)C)C)O 2,4-diisopropyl-5-methylphenol